NC1=CC=C(C=C1)C1=CN(C=2N=CN=C(C21)N)C2CC2 5-(4-aminophenyl)-7-cyclopropyl-7H-pyrrolo[2,3-d]pyrimidin-4-amine